ClC1=C(C(=O)OC)C=CC(=N1)C methyl 2-chloro-6-methylnicotinate